1-Diphenyl-(t-butyl)siloxy-4-methoxybenzene C1(=CC=CC=C1)[Si](OC1=CC=C(C=C1)OC)(C(C)(C)C)C1=CC=CC=C1